2-methylquinoline-6-sulfonyl chloride CC1=NC2=CC=C(C=C2C=C1)S(=O)(=O)Cl